(3R)-7-cyclopropyl-6-[(2-methoxy-1-naphthyl)methyl]-4-oxo-1-thia-3a-aza-3-indanecarboxylic acid C1(CC1)C=1C(=CC(N2[C@@H](CSC12)C(=O)O)=O)CC1=C(C=CC2=CC=CC=C12)OC